[Cl-].CC(CCCCC(CC)C)[NH+](CCCCCC)CCCCCC 1,6-dimethyl-n-octyldihexylammonium chloride